tert-butyl 3-(2-tert-butoxy-2-oxo-ethoxy)-4-chloro-5-[3-[[1-[[3-[3-chloropropanoyl(methyl)amino]phenyl]methylsulfonyl]-2,2-dimethyl-4-piperidyl]amino]phenyl]thiophene-2-carboxylate C(C)(C)(C)OC(COC1=C(SC(=C1Cl)C1=CC(=CC=C1)NC1CC(N(CC1)S(=O)(=O)CC1=CC(=CC=C1)N(C)C(CCCl)=O)(C)C)C(=O)OC(C)(C)C)=O